1-(mesyl)-3-nitro-1H-1,2,4-triazole S(=O)(=O)(C)N1N=C(N=C1)[N+](=O)[O-]